14-amino-[1-tetradecanal] NCCCCCCCCCCCCCC=O